chloro((2-aminoethyl)(2-picolyl)amine) platinum (II) [Pt+2].ClN(CC1=NC=CC=C1)CCN